N-[[1-(5-chloro-1,3-benzoxazol-2-yl)-4-piperidyl]methyl]-2-[1-(p-tolylsulfonyl)pyrrolidin-3-yl]acetamide ethyl-8-{2-[9-(dimethylamino)pentadecyl]cyclopropyl}octanoate C(C)OC(CCCCCCCC1C(C1)CCCCCCCCC(CCCCCC)N(C)C)=O.ClC=1C=CC2=C(N=C(O2)N2CCC(CC2)CNC(CC2CN(CC2)S(=O)(=O)C2=CC=C(C=C2)C)=O)C1